C(CCC)S(=O)(=O)C=1C=C(C(=O)OCCCC)C=CC1OCC1CCN(CC1)S(=O)(=O)C butyl 3-(butylsulfonyl)-4-((1-(methylsulfonyl)piperidin-4-yl)methoxy)-benzoate